tert-butyl-4-(2-bromophenyl)-3,6-dihydropyridine C(C)(C)(C)C1=NCC=C(C1)C1=C(C=CC=C1)Br